5-chloro-3-(1-phenylvinyl)thieno[3,2-b]pyridine ClC1=CC=C2C(=N1)C(=CS2)C(=C)C2=CC=CC=C2